6-Acetyl-2-(4-chlorobenzyl)-3-(4-chlorophenyl)-3-hydroxyisoindolin-1-one C(C)(=O)C1=CC=C2C(N(C(C2=C1)=O)CC1=CC=C(C=C1)Cl)(O)C1=CC=C(C=C1)Cl